FC1=C(C(=CC=C1)F)CN1C(N(C(C2=C1SC(=C2CN(C)C)C2=CC=C(C=C2)NC(NOC)=O)=O)C2=CC=C(N=N2)C(=O)NC)=O 6-{1-[(2,6-difluorophenyl)methyl]-5-[(dimethylamino)methyl]-6-{4-[(methoxycarbamoyl)amino]phenyl}-2,4-dioxothieno[2,3-d]pyrimidin-3-yl}-N-methylpyridazine-3-carboxamide